1-[(2R,4S)-4-[4-amino-3-[2-(1-methyl-1,3-benzodiazol-5-yl)ethynyl]pyrazolo[3,4-d]pyrimidin-1-yl]-2-[(trifluoromethoxy)methyl]pyrrolidin-1-yl]prop-2-en-1-one NC1=C2C(=NC=N1)N(N=C2C#CC2=CC1=C(N(C=N1)C)C=C2)[C@H]2C[C@@H](N(C2)C(C=C)=O)COC(F)(F)F